C(C(C(=O)O)O)S(=O)(=O)O The molecule is the C-sulfonato derivaive of lactic acid. It derives from a rac-lactic acid. It is a conjugate acid of a 3-sulfonatolactate(2-).